methylglucose trioleate C(CCCCCCC\C=C/CCCCCCCC)(=O)O.C(CCCCCCC\C=C/CCCCCCCC)(=O)O.C(CCCCCCC\C=C/CCCCCCCC)(=O)O.CC(=O)[C@H](O)[C@@H](O)[C@H](O)[C@H](O)CO